5-(4-amino-1H-pyrazol-1-yl)-N-((6-(tert-butyl)-3-methoxypyridin-2-yl)sulfonyl)-8-methylquinoline-2-carboxamide NC=1C=NN(C1)C1=C2C=CC(=NC2=C(C=C1)C)C(=O)NS(=O)(=O)C1=NC(=CC=C1OC)C(C)(C)C